FC(C)(F)C1=NC(=CC(=N1)NC1=CC(=NC=C1OCCOC)NC(C)=O)CC N-(4-((2-(1,1-difluoroethyl)-6-ethylpyrimidin-4-yl)amino)-5-(2-methoxyethoxy)pyridin-2-yl)acetamide